BrCCC(C1=CC=CC=C1)C1=CC(=NN1)C(=O)OCC ethyl 5-(3-bromo-1-phenylpropyl)-1H-pyrazole-3-carboxylate